CC1(CC=NO1)C(=O)O 5-methyl-4H-isoxazole-5-carboxylic acid